3-phenyl-1-((2-(trimethylsilyl)ethoxy)methyl)-1H-pyrazole C1(=CC=CC=C1)C1=NN(C=C1)COCC[Si](C)(C)C